4-(4-(1,3-dimethyl-1H-pyrazol-4-yl)phenyl)-N-(pyridin-3-yl)butanamide CN1N=C(C(=C1)C1=CC=C(C=C1)CCCC(=O)NC=1C=NC=CC1)C